C12(C=CC(CC1)C2)N norbornenamine